C1CC12COCCOC2 5,8-dioxaspiro[2.6]nonane